C1(CC1)C1CC(C1)N1C(C(N(CC1)CC=1SC(=NN1)C1=CC=CC=C1)=O)=O 1-(3-cyclopropylcyclobutyl)-4-((5-phenyl-1,3,4-thiadiazol-2-yl)methyl)piperazine-2,3-dione